(R)-(5-(1-(difluoromethyl)-1H-pyrazol-3-yl)-1,3,4-oxadiazol-2-yl)(4-(7-(trifluoromethyl)pyrazolo[1,5-a]pyridin-2-yl)-6,7-dihydro-1H-imidazo[4,5-c]pyridin-5(4H)-yl)methanone FC(N1N=C(C=C1)C1=NN=C(O1)C(=O)N1[C@H](C2=C(CC1)NC=N2)C2=NN1C(C=CC=C1C(F)(F)F)=C2)F